C(C)(C)(C)OC(=O)N(NC(=O)OC(C)(C)C)C1=CC=C2C=CN(N(C2=C1)C(=O)OC(C)(C)C)C(=O)OC(C)(C)C di-tert-butyl 7-(1,2-bis(tert-butoxycarbonyl)hydrazinyl)cinnoline-1,2-dicarboxylate